methyl 2-(2-aminoethyl)-2,3-dihydro-1H-isoindole-5-carboxylate NCCN1CC2=CC=C(C=C2C1)C(=O)OC